FC=1C=C2C(=NNC2=CC1OCCOC)C1=CC(=NO1)C1=CC=C(C=C1)C(=O)N1CC(C1)N1N=CC=C1 5-Fluoro-6-(2-methoxyethoxy)-3-(3-{4-[3-(1H-pyrazol-1-yl)azetidine-1-carbonyl]phenyl}-1,2-oxazol-5-yl)-1H-indazole